3-(3-methyl-3-(4-(trifluoromethyl)phenoxy)butyl)guanidine CC(CCNC(N)=N)(C)OC1=CC=C(C=C1)C(F)(F)F